sodium t-butylsulfonate C(C)(C)(C)S(=O)(=O)[O-].[Na+]